C1(=CC=CC=C1)C1CN(CC1)C1=NC=2N(C=C1)N=CC2N 5-(3-Phenylpyrrolidin-1-yl)pyrazolo[1,5-a]pyrimidin-3-amine